ClC=1C=C(C=C(C1)Cl)NC(C(C(=O)NCCCC(=O)NS(=O)(=O)C)OC)=O N-(3,5-dichlorophenyl)-N'-[4-(methanesulfonamido)-4-oxo-butyl]-2-methoxy-propanediamide